benzo[e][1,2,3]benzoxadiazole N1=NOC2=C1C1=C(C=C2)C=CC=C1